1-(Benzo[d]thiazol-5-yl)-3-chloropropane-1-ol S1C=NC2=C1C=CC(=C2)C(CCCl)O